COC(N(C)C)OC dimethoxy-N,N-dimethylmethaneamine